(2R,2'R)-2,2'-((3,6-diamino-pyrazine-2,5-dicarbonyl)bis-(azanediyl))bis(3-hydroxypropanoic acid) NC=1C(=NC(=C(N1)C(=O)N[C@@H](C(=O)O)CO)N)C(=O)N[C@@H](C(=O)O)CO